C(#N)C=1C=NN2C1C(=CC(=C2)OCC)C=2C=NC(=CC2)N2CCN(CC2)C#CC 3-cyano-6-ethoxy-4-(6-(4-propynylpiperazin-1-yl)pyridin-3-yl)pyrazolo[1,5-a]pyridine